C(C)(C)(C)OC(=O)N1CC2=CC=C(C=C2C1)N1CC2=CC=CC=C2CC1 5-(3,4-dihydro-isoquinoline-2(1H)-yl)isoindoline-2-carboxylic acid tert-butyl ester